2-[(2H5)phenyl(2H2)methyl]-2-azaspiro[3.3]heptan-6-yl (2R,6S)-2,6-dimethyl-4-[5-(trifluoromethyl)pyrazin-2-yl]piperazine-1-carboxylate C[C@H]1N([C@H](CN(C1)C1=NC=C(N=C1)C(F)(F)F)C)C(=O)OC1CC2(CN(C2)C([2H])([2H])C2=C(C(=C(C(=C2[2H])[2H])[2H])[2H])[2H])C1